C(C)(C)(C)OC(NC1=CC(=C(C=C1)O)NC(C1=C(C(=NC=C1)Br)F)=O)=O (3-(2-bromo-3-fluoroisonicotinamido)-4-hydroxyphenyl)carbamic acid tert-butyl ester